4-(2,5-difluoro-4-nitrophenoxy)-6-methoxy-7-[3-(morpholin-4-yl)propoxy]quinoline FC1=C(OC2=CC=NC3=CC(=C(C=C23)OC)OCCCN2CCOCC2)C=C(C(=C1)[N+](=O)[O-])F